(2S,5R)-1-(4-(2,4-Dimethoxypyrimidin-5-yl)benzoyl)-5-(2-fluorophenyl)pyrrolidine-2-carboxylic acid COC1=NC=C(C(=N1)OC)C1=CC=C(C(=O)N2[C@@H](CC[C@@H]2C2=C(C=CC=C2)F)C(=O)O)C=C1